5-(benzylthio)-2-methylpyridin-3-amine C(C1=CC=CC=C1)SC=1C=C(C(=NC1)C)N